O=C1NCCNC1 OXOPIPERAZINE